Benzo[1,2-b]Furan O1C2=C(C=C1)C=CC=C2